3-Cyclohexene-1-ethanol C1(CC=CCC1)CCO